Bicyclo[6.1.0]non-4-ene-9-carboxylic acid ethyl ester C(C)OC(=O)C1C2CCC=CCCC12